5-((1H-pyrazol-1-yl)methyl)-N-((5-ethyl-2-methoxyphenyl)sulfonyl)-6-methoxypicolinamide N1(N=CC=C1)CC=1C=CC(=NC1OC)C(=O)NS(=O)(=O)C1=C(C=CC(=C1)CC)OC